3-(2-((4-((3-chloro-6-cyanamido-2-fluorobenzyl)carbamoyl)-1H-1,2,3-triazol-1-yl)methyl)-6-cyclopropylimidazo[1,2-a]pyridin-8-yl)propanoic acid ClC=1C(=C(CNC(=O)C=2N=NN(C2)CC=2N=C3N(C=C(C=C3CCC(=O)O)C3CC3)C2)C(=CC1)NC#N)F